N1(CCCC1)C1=C(N=NN1)C(=O)[O-] 5-(pyrrolidin-1-yl)-1H-1,2,3-triazole-4-carboxylate